N,N-dimethyl-3-thiofurancarboxamide CN(C(=O)C1=CSC=C1)C